N-(2-((tert-butyldimethylsilyl)oxy)ethyl)-5-(4-(trifluoromethyl)phenyl)-1,7-naphthyridin-8-amine [Si](C)(C)(C(C)(C)C)OCCNC=1N=CC(=C2C=CC=NC12)C1=CC=C(C=C1)C(F)(F)F